FC=1C(=CC2=C(C(NC=3CNC[C@@H](C23)N(C(=O)C=2C=C(C=CC2)C2=CC(=CC=C2)F)C)=O)C1)F (R)-N-(8,9-difluoro-6-oxo-1,2,3,4,5,6-hexahydrobenzo[c][1,7]naphthyridin-1-yl)-3'-fluoro-N-methyl-[1,1'-biphenyl]-3-carboxamide